ClC1=C(C=CC(=C1)Cl)[C@]1(OC[C@@H](O1)COC1=CC=C(C=C1)N1CCN(CC1)C(C)C)CN1N=CN=C1 cis-1-[p-[[2-(2,4-Dichlorophenyl)-2-(1H-1,2,4-triazole-1-ylmethyl)-1,3-dioxolan-4-yl]methoxy]phenyl]-4-isopropylpiperazine